4-((2,4-dioxo-3-(4-(trifluoromethyl)benzyl)-3,4-dihydroquinazolin-1(2H)-yl)methyl)-N-hydroxybenzamide O=C1N(C2=CC=CC=C2C(N1CC1=CC=C(C=C1)C(F)(F)F)=O)CC1=CC=C(C(=O)NO)C=C1